NC=1N=C(C2=C(N1)CN(C2)C(=O)OCC(C)(F)F)C2=C(C=C(C=C2OCCC(CN2N=CN=C2)(O)C2=C(C=C(C=C2)F)F)Cl)Cl 2,2-difluoropropyl 2-amino-4-(2,4-dichloro-6-(3-(2,4-difluorophenyl)-3-hydroxy-4-(1H-1,2,4-triazol-1-yl)butoxy)phenyl)-5,7-dihydro-6H-pyrrolo[3,4-d]pyrimidine-6-carboxylate